6-bromo-7-ethoxyquinazolin-4-ol BrC=1C=C2C(=NC=NC2=CC1OCC)O